ClC1=CC=C2C=CN=C(C2=C1)NC1=NC=C(C(=O)NCC2=CC(=CC=C2)OC)C=C1 6-((7-chloroisoquinolin-1-yl)amino)-N-(3-methoxybenzyl)nicotinamide